C1=CC=CC2=CC=CC(=C12)[NH-] 8-naphthyl-amide